N-(2,4-dimethoxyphenyl)-N-(1-oxo-2-propyn-1-yl)-2-(2-thienyl)glycylglycine ethyl ester C(C)OC(CNC(C(N(C(C#C)=O)C1=C(C=C(C=C1)OC)OC)C=1SC=CC1)=O)=O